5-[(1R)-1-(3,5-dichloro-2-methyl-4-pyridyl)ethoxy]-3-[1-(1-methyl-4-piperidyl)pyrazol-4-yl]-1H-indazole ClC=1C(=NC=C(C1[C@@H](C)OC=1C=C2C(=NNC2=CC1)C=1C=NN(C1)C1CCN(CC1)C)Cl)C